ClC=1C=2N(C=C(N1)NC(=O)C1=CC=C(C3=CN(N=C13)C)N1C[C@@H](CC1)NC)C=C(N2)C N-{8-chloro-2-methylimidazo[1,2-a]pyrazin-6-yl}-2-methyl-4-[(3R)-3-(methylamino)pyrrolidin-1-yl]indazole-7-carboxamide